2-octylphenol C(CCCCCCC)C1=C(C=CC=C1)O